Hexyldecyl Isostearate CCCCCCCCC(CCCCCC)COC(=O)CCCCCCCCCCCCCCC(C)C